((2-(1H-indol-3-yl)ethyl)dimethylammonio)methyl tert-butyl phosphate P(=O)(OC[N+](C)(C)CCC1=CNC2=CC=CC=C12)(OC(C)(C)C)[O-]